1-methyl-2-(triethylsilyl)-1H-pyrrolo[2,3-b]pyridine-4-d CN1C(=CC2=C1N=CC=C2[2H])[Si](CC)(CC)CC